1-cyclopropyl-4-methoxy-3-methyl-1H-pyrazolo[3,4-d]pyridazine C1(CC1)N1N=C(C=2C1=CN=NC2OC)C